C(C1=CC=CC=C1)OC1=CC=C(C=C1)C=1OC2=C(C1)C(=C(C=C2)C(\C=C(\C2=CC=CC=C2)/O)=O)OC (Z)-1-(2-(4-(benzyloxy)phenyl)-4-methoxybenzofuran-5-yl)-3-hydroxy-3-phenylprop-2-en-1-one